CN1N=NC=2C1=NC=C(C2)C2=NC1=CC(=CC=C1C=C2)[C@H](O)C2CCOCC2 (R)-(2-(3-methyl-3H-[1,2,3]triazolo[4,5-b]pyridin-6-yl)-7-quinolinyl)(tetrahydro-2H-pyran-4-yl)methanol